5-((4-(2-((S)-4-(4-chlorophenyl)-2,3,9-trimethyl-6H-thieno[3,2-f][1,2,4]triazolo[4,3-a][1,4]diazepin-6-yl)acetyl)piperazin-1-yl)methyl)-2-(2,6-dioxopiperidin-3-yl)isoindoline-1,3-dione ClC1=CC=C(C=C1)C1=N[C@H](C=2N(C3=C1C(=C(S3)C)C)C(=NN2)C)CC(=O)N2CCN(CC2)CC=2C=C3C(N(C(C3=CC2)=O)C2C(NC(CC2)=O)=O)=O